CC(CNC(=O)C1=CC(=CC=2NC(=NC21)COC)NC(=O)C2=C(C=CC=C2)C(F)(F)F)(C)C N-(2,2-dimethylpropyl)-2-(methoxymethyl)-6-({[2-(trifluoromethyl)phenyl]carbonyl}amino)-1H-benzimidazole-4-carboxamide